(S)-6-(cyclopropylmethoxy)-N-(1-hydroxy-3-methylbutan-2-yl)-5-(pyrrolidin-1-yl)picolinamide C1(CC1)COC1=C(C=CC(=N1)C(=O)N[C@H](CO)C(C)C)N1CCCC1